[Mn].[Fe].[Ni].[P] phosphorus nickel iron manganese